FC1=CC=CC=2C(=N[C@@H](C(NC21)=O)NC(=O)C=2C(=NN1C2OC[C@@H](C1)C)C1=C(C=CC=C1)F)C1=CC=CC=C1 (6R)-N-[(3S)-9-fluoro-2-oxo-5-phenyl-1,3-dihydro-1,4-benzodiazepine-3-yl]-2-(2-fluorophenyl)-6-methyl-6,7-dihydro-5H-pyrazolo[5,1-b][1,3]Oxazine-3-carboxamide